3-fluoro-5-(((2aS)-1,1,2,2,3-pentafluoro-2a-hydroxy-4-oxo-2,2a,3,4-tetrahydro-1H-cyclopenta[cd]inden-5-yl)oxy)benzonitrile FC=1C=C(C#N)C=C(C1)OC1=C2C=3[C@@](C(C(C3C=C1)(F)F)(F)F)(C(C2=O)F)O